[Cu+2].C(CCCCCCCCCCC)C=1C=C(C(=CC1CCCCCCCCCCCC)O)O 4,5-didodecyl-1,2-benzenediol copper (II)